ClC=1C=C2C(C(NC2=CC1Cl)=O)=C1NC2=CC=CC=C2C1=O 5',6'-dichloro-[2,3'-biindolinylidene]-2',3-dione